O=C1NC=C(C(N1)=O)C=1C=C(C=2N(N1)C=C(N2)C(=O)N(C)C)[C@@H]2[C@H](C2)C2=CC=C(C=C2)F 6-(2,4-dioxo-1H-pyrimidin-5-yl)-8-[(1S,2S)-2-(4-fluorophenyl)cyclopropyl]-N,N-dimethyl-imidazo[1,2-b]pyridazine-2-carboxamide